(1R,1aS,6bR)-4-chloro-N-(6-((S)-1-cyanospiro[2.2]pentan-1-yl)isoquinolin-3-yl)-1a,6b-dihydro-1H-cyclopropa[4,5]furo[3,2-c]pyridine-1-carboxamide ClC=1C=C2C(=CN1)[C@@H]1[C@H](O2)[C@@H]1C(=O)NC=1N=CC2=CC=C(C=C2C1)[C@@]1(CC12CC2)C#N